chloro-6''-methoxy-2''-{(2R)-3-[(4-methoxyphenyl)methoxy]-2-methylpropyl}dispiro[[1,3]dioxolane-2,1'-cyclohexane-4',1''-isoindol]-3''(2''H)-one ClC1=C2C(N(C3(C2=CC(=C1)OC)CCC1(CC3)OCCO1)C[C@H](COCC1=CC=C(C=C1)OC)C)=O